N[C@H](C(=O)OCC)CS ethyl (2R)-2-amino-3-mercaptopropionate